FC=1C=C2N=CC=3N(CN4C5(COC(=C2C34)C1C=1C=NC(=CC1)OCCCN1CCC(CC1)F)CCC5)C 6'-fluoro-7'-(6-(3-(4-fluoropiperidin-1-yl)propoxy)pyridin-3-yl)-2'-methyl-9'H-8'-oxa-2',4',10a'-triazaspiro[cyclobutane-1,10'-naphtho[2,1,8-cde]azulen]